C(C(=O)C)(=O)[O-].C(O)(O)=O.[Na+] sodium carbonate pyruvate